C(C)(C)(C)C1=CC=C(C=C1)C([C@@H](CC(C)C)NC(OC(C)(C)C)=O)O tert-butyl N-[(1R)-1-[(4-tert-butylphenyl)-hydroxy-methyl]-3-methyl-butyl]carbamate